(2S,3S,4R,5R)-5-(2-(5-chloropyridin-3-yl)-6-(((4-methylpyridin-2-yl)methyl)amino)-9H-purin-9-yl)-N-cyclopropyl-3,4-dihydroxyltetrahydrofuran-2-formamide ClC=1C=C(C=NC1)C1=NC(=C2N=CN(C2=N1)[C@H]1[C@@H]([C@@H]([C@H](O1)C(=O)NC1CC1)O)O)NCC1=NC=CC(=C1)C